F[C@H]1C[C@]2(CCCN2C1)COC1=NC2=C(C(=C(C=C2C(=N1)N1CC2CCC(C1)N2)Cl)C2=CC(=CC1=CC=CC(=C21)F)O)F 4-(2-{[(2S,7aR)-2-fluoro-hexahydro-1H-pyrrolizin-7a-yl]methoxy}-6-chloro-4-{3,8-diazabicyclo[3.2.1]octan-3-yl}-8-fluoroquinazolin-7-yl)-5-fluoronaphthalen-2-ol